FC(OC1=CC=C(C=C1)C=1C=CC2=C(C(NCCO2)=O)C1)(F)F 7-(4-(trifluoromethoxy)phenyl)-3,4-dihydrobenzo[f][1,4]Oxazepin-5(2H)-one